phenyl 7-(dimethoxymethyl)-6-((4-methyl-2-oxopiperazin-1-yl) methyl)-3,4-dihydro-1,8-naphthyridine-1(2H)-carboxylate COC(C1=C(C=C2CCCN(C2=N1)C(=O)OC1=CC=CC=C1)CN1C(CN(CC1)C)=O)OC